CC1=C(C=CC=C1C)C1CCN(CC1)C(CN1N=C(C2=C1CCC2)C(=O)N2CCOCC2)=O 1-(4-(2,3-Dimethylphenyl)piperidin-1-yl)-2-(3-(morpholin-4-carbonyl)-5,6-dihydrocyclopenta[c]pyrazol-1(4H)-yl)ethan-1-on